N-(2-(methylamino)ethyl)-8-morpholinoimidazo[1,2-a]pyrazine-2-carboxamide CNCCNC(=O)C=1N=C2N(C=CN=C2N2CCOCC2)C1